1-(4-chloro-2-oxo-1,2-dihydropyridin-3-yl)cyclopropane-1-carboxylic acid ClC1=C(C(NC=C1)=O)C1(CC1)C(=O)O